C(CC1=CC=CC=C1)N1N=NN=C1 1-phenethyl-1H-tetrazol